(3R,6S)-3,6-bis(4-(bis(2-hydroxydecyl)amino)butyl)piperazine-2,5-dione OC(CN(CCCC[C@@H]1C(N[C@H](C(N1)=O)CCCCN(CC(CCCCCCCC)O)CC(CCCCCCCC)O)=O)CC(CCCCCCCC)O)CCCCCCCC